6-Benzooxazol-5-yl-5-{4-[(S)-1-(3-fluoro-propyl)-pyrrolidin-3-yloxy]-phenyl}-8,9-dihydro-7H-benzocycloheptene-2-carboxylic acid O1C=NC2=C1C=CC(=C2)C2=C(C1=C(CCC2)C=C(C=C1)C(=O)O)C1=CC=C(C=C1)O[C@@H]1CN(CC1)CCCF